lithium silicon oxysulfide O=S.[Si].[Li]